3-benzeneoxypropylamine C1(=CC=CC=C1)OCCCN